ClCC(=O)N1CCC(C(CC1)F)(F)F 2-chloro-1-(4,4,5-trifluoroazepan-1-yl)ethanone